COP(OC)(=O)COC(C(=C)C)=O dimethyl(methacryloyloxymethyl)phosphonat